C/C=1/C(=O)OC(\C1)=O mono-methyl-maleic anhydride